The molecule is an L-tyrosine derivative that is the ethyl ester of N-acetyltyrosine. It is an ethyl ester, a member of acetamides, a member of phenols and a L-tyrosine derivative. CCOC(=O)[C@H](CC1=CC=C(C=C1)O)NC(=O)C